9-fluoro-3,4-dihydrobenzo[b]oxepin-5(2H)-one FC1=CC=CC2=C1OCCCC2=O